2-(methylsulfinyl)acetamide CS(=O)CC(=O)N